C(\C=C\C1=CC(OC)=C(O)C(OC)=C1)N sinapyl-amine